tert-Butyl (2-hydroxyethyl)(methyl)carbamate OCCN(C(OC(C)(C)C)=O)C